mercaptoiodohydantoin SN1C(N(CC1=O)I)=O